FC1=CC=C(C(=O)N[C@H](C(=O)NC2=CC=C(C=C2)S(NC2CN(C2)C)(=O)=O)CC2=CC=CC=C2)C=C1 (S)-4-fluoro-N-(1-(4-(N-(1-methylazetidin-3-yl)sulfamoyl)phenylamino)-1-oxo-3-phenylpropan-2-yl)benzamide